BrC1=CC=2[C@H]([C@@H](C3=CC(=CC=C3C2C=C1)Br)O)O 2,7-dibromo-trans-9,10-dihydrophenanthrene-9,10-diol